(2-(7-Fluoro-5-oxo-1-thioxo-1,2-dihydro-[1,2,4]triazolo[4,3-a]quinazolin-4(5H)-yl)ethyl)phosphonic acid FC=1C=C2C(N(C=3N(C2=CC1)C(NN3)=S)CCP(O)(O)=O)=O